2-(7-methoxy-naphthalen-1-yl)acetaldehyde COC1=CC=C2C=CC=C(C2=C1)CC=O